N[C@H]1CN(CCC1)C1=CC(N(C(N1CC1=C(C#N)C=CC=C1)=O)C)=O (R)-2-[(6-(3-aminopiperidin-1-yl)-3-methyl-2,4-dioxo-3,4-dihydropyrimidin-1(2H)-yl)methyl]Benzonitrile